NC1=CC=CC(=N1)S(=O)(=O)NC(=O)C=1C(=NC(=CC1)C1=CC(=CC(=C1)OCC(C)C)F)C1=CCC(CC1)(C)C N-[(6-Amino-2-pyridyl)sulfonyl]-2-(4,4-dimethylcyclohexen-1-yl)-6-(3-fluoro-5-isobutoxyphenyl)pyridin-3-carboxamid